4-[4-bromo-6-(3-chloro-2-methyl-phenyl)-3-hydroxy-pyridin-2-yl]-4-oxo-butyric acid ethyl ester C(C)OC(CCC(=O)C1=NC(=CC(=C1O)Br)C1=C(C(=CC=C1)Cl)C)=O